3,7-dichloro-6-[[5-chloro-3-(2,2-difluoroethoxy)-2-pyridyl]oxy]-N-(3-methyl-1,1-dioxo-thietan-3-yl)imidazo[1,2-b]pyridazine-2-carboxamide ClC1=C(N=C2N1N=C(C(=C2)Cl)OC2=NC=C(C=C2OCC(F)F)Cl)C(=O)NC2(CS(C2)(=O)=O)C